1-(9Z-heptadecenoyl)-2-(9Z,12Z-octadecadienoyl)-glycero-3-phosphocholine CCCCCCC/C=C\CCCCCCCC(=O)OC[C@H](COP(=O)([O-])OCC[N+](C)(C)C)OC(=O)CCCCCCC/C=C\C/C=C\CCCCC